monochlorodi-n-butyl-aluminum Cl[Al](CCCC)CCCC